FC=1C(=C(C(=C(C1F)F)C(F)(F)F)B(O)O)C(F)(F)F.C(C)C=1C=CC(=C(C1)S(=O)(=O)NC1=NOC2=C1C(=CC(=C2)CN2N=CC(=C2)CNS(=O)(=O)C=C)OC)OC 5-ethyl-2-methoxy-N-(4-methoxy-6-((4-(vinylsulphonamidomethyl)-1H-pyrazol-1-yl)methyl)benzo[d]isoxazol-3-yl)benzenesulfonamide perfluoro(2,6-dimethylphenyl)boronate